N-(2-((R)-4-Cyanothiazolidin-3-yl)-2-oxoethyl)-6-((R)-3-methyl-morpholino)quinoline-4-carboxamide C(#N)[C@H]1N(CSC1)C(CNC(=O)C1=CC=NC2=CC=C(C=C12)N1[C@@H](COCC1)C)=O